N-((R)-3-amino-2-hydroxy-3-oxopropyl)-4-((R)-2-cyclohexyl-1-(4'-(trifluoromethyl)-[1,1'-biphenyl]-3-yl)ethoxy)benzamide NC([C@@H](CNC(C1=CC=C(C=C1)O[C@H](CC1CCCCC1)C=1C=C(C=CC1)C1=CC=C(C=C1)C(F)(F)F)=O)O)=O